3-(1,1-difluoro-2-(4-hydroxy-4-(hydroxymethyl)piperidin-1-yl)-2-oxoethyl)-4-fluoro-N-(2-fluoro-6-methylpyridin-4-yl)benzamide FC(C(=O)N1CCC(CC1)(CO)O)(F)C=1C=C(C(=O)NC2=CC(=NC(=C2)C)F)C=CC1F